propylene glycol mono-laurate C(CCCCCCCCCCC)(=O)O.C(C(C)O)O